C(CCCCCCCCC)C(CCCCCCCCCCCCC)(CCCCCCCCCC)OC(CCCCCCCCCCCCC)(CCCCCCCCCC)CCCCCCCCCC didecyltetradecylether